C(C)(C)(C)OC(=O)N1[C@H]2[C@@H](CC1C(=O)O)OCC2 (3aR,6aR)-4-[(tert-butoxy)carbonyl]-hexahydro-2H-furo[3,2-b]pyrrole-5-carboxylic acid